C(C)C=1C(=C(C=CC1)C=1C(=NN=NC1)C1=CC=C(C=C1)OC)OCCCCCC (ethylhexyloxyphenyl)(4-methoxyphenyl)triazine